2-cyclopropylbenzene C1(CC1)C1=CC=CC=C1